ClC1=CC=C(S1)CN1CCC2=CC(=CC=C12)NC(CC(C)(C)C)=O N-[1-(5-Chlorothiophen-2-ylmethyl)-2,3-dihydro-1H-indol-5-yl]-3,3-dimethylbutyramide